2-methoxy-8-nitroindolo[2,1-b]quinazoline-6,12-dione COC=1C=C2C(N3C(=NC2=CC1)C(C1=CC(=CC=C13)[N+](=O)[O-])=O)=O